methylbut-1,2-dien-1-yl acetate C(C)(=O)OC(=C=CC)C